ClC1=CC=C(C=C1)\C=C(/[C@H](C(C)(C)C)O)\N1N=CN=C1 (E)-(S)-1-(4-chlorophenyl)-4,4-dimethyl-2-(1H-1,2,4-triazol-1-yl)pent-1-en-3-ol